(2S)-1-(5,6-dimethylpyrido[4,3-b]carbazol-9-yl)oxy-N-(2-methoxyethyl)propan-2-amine CC1=C2C(=CC=3C=4C=C(C=CC4N(C13)C)OC[C@H](C)NCCOC)C=NC=C2